(S)-1-benzyl-4-(2'-ethoxy-3-fluoro-[2,3'-bipyridin]-5-yl)-N-(1-methylpyrrolidin-3-yl)piperidine-4-carboxamide C(C1=CC=CC=C1)N1CCC(CC1)(C(=O)N[C@@H]1CN(CC1)C)C=1C=C(C(=NC1)C=1C(=NC=CC1)OCC)F